BrC=1C=C2N(N=CC(=C2NC2CCN(CC2)C(=O)OC(C)(C)C)C(N)=NC2=C(C=CC(=C2)F)Cl)C1 tert-butyl 4-[[6-bromo-3-[N'-(2-chloro-5-fluoro-phenyl)carbamimidoyl]pyrrolo[1,2-b]pyridazin-4-yl]amino]piperidine-1-carboxylate